C(CCCC=CCC=CCC=CCCCCCCCC)O eicosa-5,8,11-trien-1-ol